FC1=C(N=CC2=C1N=C(N=C2NCC2(CCC2)N2CCOCC2)OC[C@]21CCCN1C[C@@H](C2)F)C2=CC(=CC1=CC=CC=C21)O 4-(8-fluoro-2-(((2R,7aS)-2-fluorotetrahydro-1H-pyrrolizin-7a(5H)-yl)methoxy)-4-(((1-morpholinocyclobutyl)methyl)amino)pyrido[4,3-d]pyrimidin-7-yl)naphthalen-2-ol